2-((8-methoxy-6-(5-methylpyrimidin-2-yl)quinazolin-4-yl)amino)-2-(3-methyl-1,2,4-oxadiazol-5-yl)ethan-1-ol COC=1C=C(C=C2C(=NC=NC12)NC(CO)C1=NC(=NO1)C)C1=NC=C(C=N1)C